NC=1C=C(C=C(C1)C(F)(F)F)[C@@H](C)NC1=NC(=NC2=CC3=C(C=C12)O[C@@H](COCCO3)C)C (R)-N-((R)-1-(3-amino-5-(trifluoromethyl)phenyl)ethyl)-2,7-dimethyl-7,8,10,11-tetrahydro-[1,4,7]trioxonino[2,3-g]quinazolin-4-amine